C(C)(C)OC1=NN(C=C1)C=1C=CC(=C(O\C(\C(=O)OC)=C/OC)C1)C methyl (Z)-2-[5-(3-isopropoxypyrazol-1-yl)-2-methyl-phenoxy]-3-methoxy-prop-2-enoate